C(C)(C)C1=C(C=C(O)C=C1)O 4-isopropyl-resorcinol